C(C)C(CC(C(=O)O)=C)CCCC (dl)-4-ethyl-2-methyleneoctanoic acid